4-methyl-3-bromobenzoic acid methyl ester COC(C1=CC(=C(C=C1)C)Br)=O